O[C@@H]1C[C@H](N(C1)C(=O)OC(C)(C)C)C(N[C@@H](C)C1=CC=C(C=C1)C1=C(N=CS1)C)=O tert-Butyl (2S,4R)-4-hydroxy-2-(((S)-1-(4-(4-methylthiazol-5-yl)phenyl)ethyl)carbamoyl)pyrrolidine-1-carboxylate